N-(4-methoxyphenyl)-1-(5-nitropyridin-2-yl)-1H-indol-4-amine COC1=CC=C(C=C1)NC=1C=2C=CN(C2C=CC1)C1=NC=C(C=C1)[N+](=O)[O-]